C(CC)=S=O propanethial-S-oxide